CC1=NC(=CC(=C1)C=1C=2N(C(=NC1C1=CC=C(C=C1)F)N)N=C(N2)CC2=NC=CC=C2F)C 8-(2,6-dimethylpyridin-4-yl)-7-(4-fluorophenyl)-2-((3-fluoropyridin-2-yl)methyl)-[1,2,4]triazolo[1,5-c]pyrimidin-5-amine